(R)-N-(3-(1-((2-amino-5-(1-methyl-1H-pyrazol-4-yl)pyridin-3-yl)oxy)ethyl)phenyl)-3-ethylbenzamide NC1=NC=C(C=C1O[C@H](C)C=1C=C(C=CC1)NC(C1=CC(=CC=C1)CC)=O)C=1C=NN(C1)C